N(=[N+]=[N-])[C@H]1[C@H](N(CC[C@H]1F)C(=O)OCC1=CC=CC=C1)CC1=C(C(=CC=C1)Br)F |r| (rac)-benzyl (2R,3S,4R)-3-azido-2-(3-bromo-2-fluorobenzyl)-4-fluoropiperidine-1-carboxylate